4-chloro-6-(3-phenyl-1H-pyrazol-1-yl)-2-(2-(pyridin-2-yl)ethoxy)pyrimidine ClC1=NC(=NC(=C1)N1N=C(C=C1)C1=CC=CC=C1)OCCC1=NC=CC=C1